C1(CC1)C1=NC=NC(=C1C1=NC=2CCC=CC2C(=N1)SC)OC([2H])([2H])[2H] 2-(4-Cyclopropyl-6-(methoxy-d3)pyrimidin-5-yl)-4-(methylthio)-7,8-dihydroquinazoline